FS(=N)F.C(C)OC(C)C1=NC=CN1C 1-ethoxyethyl-3-methylimidazole difluorosulfimide salt